[Zr].[Mg].[Zn] zinc-magnesium-zirconium